(3,4-dimethoxyphenyl)(1-((1R,2S,5R)-2-isopropyl-5-methylcyclohexyl)-1H-1,2,3-triazole-4-yl)methanol COC=1C=C(C=CC1OC)C(O)C=1N=NN(C1)[C@H]1[C@@H](CC[C@H](C1)C)C(C)C